CC=1C=C(CN2C=CC=C(C2=O)C(NC)=O)C=CC1 1-(3-methylbenzyl)-5-(methylcarbamoyl)-6-oxo-1,6-dihydropyridine